bis(ethoxydichlorosilyl)ethane C(C)O[Si](Cl)(Cl)C(C)[Si](OCC)(Cl)Cl